C1(=CC=CC=C1)S(=O)(=O)/C=C/CNC(=O)C=1C(NC=2CCN(CC2C1)C(=O)OCCF)=O 2-fluoroethyl 3-{[(2E)-3-(benzenesulfonyl)prop-2-en-1-yl]carbamoyl}-2-oxo-1,2,5,6,7,8-hexahydro-1,6-naphthyridine-6-carboxylate